6-[6-(Difluoromethyl)pyridin-3-yl]-N-[(2R)-3-hydroxy-3-methylbutan-2-yl]-3-oxo-2,3-dihydropyridazine-4-carboxamide FC(C1=CC=C(C=N1)C=1C=C(C(NN1)=O)C(=O)N[C@H](C)C(C)(C)O)F